C(C)[C@]1(C(OCC=2C(N3CC=4C(=NC=5C=C(C(=C6C5C4C(CC6)CNCCO)C)F)C3=CC21)=O)=O)O (9S)-9-ethyl-5-fluoro-9-hydroxy-1-(((2-hydroxyethyl)amino)methyl)-4-methyl-1,2,3,9,12,15-hexahydro-10H,13H-benzo[de]pyrano[3',4':6,7]indolizino[1,2-b]quinoline-10,13-dione